BrC=1C=C2C=3C(CC(C3C1)=NCCCOC)(CC2=NCCCOC)O 6-bromo-1,4-bis((3-methoxypropyl)imino)-1,2,3,4-tetrahydro-2aH-cyclopenta[cd]inden-2a-ol